bromobiphenyl-4-carboxylate BrC1=C(C=CC(=C1)C(=O)[O-])C1=CC=CC=C1